2-(3-thienyl)-ethanol S1C=C(C=C1)CCO